3',6'-bis(piperidin-1-yl)spiro[isoindoline-1,9'-xanthen]-3-one N1(CCCCC1)C=1C=CC=2C3(C4=CC=C(C=C4OC2C1)N1CCCCC1)NC(C1=CC=CC=C13)=O